CC1=NN(N=C1C)C=1C(=C(N)C=CC1)OC 3-(4,5-dimethyl-2H-1,2,3-triazol-2-yl)-2-methoxyaniline